4-acetylaminophenethyl acetate C(C)(=O)OCCC1=CC=C(C=C1)NC(C)=O